O1CCC(CC1)NC=1N=C2C(=NC1)C(=NC=C2)N N2-(tetrahydro-2H-pyran-4-yl)pyridino[3,4-b]pyrazine-2,5-diamine